4-((2s,5r)-4-propenoyl-2,5-dimethylpiperazin-1-yl)-6-chloro-1-(4,6-diisopropylpyrimidin-5-yl)-7-(2-fluoro-6-hydroxyphenyl)pyrido[2,3-d]pyrimidin-2(1H)-one C(C=C)(=O)N1C[C@@H](N(C[C@H]1C)C=1C2=C(N(C(N1)=O)C=1C(=NC=NC1C(C)C)C(C)C)N=C(C(=C2)Cl)C2=C(C=CC=C2O)F)C